tert-butyl 4-({6-[2-ethyl-6-(methylsulfanyl)-3-oxo-1H,2H,3H-pyrazolo[3,4-d]pyrimidin-1-yl]pyridin-2-yl}(methyl)amino)piperidine-1-carboxylate C(C)N1N(C2=NC(=NC=C2C1=O)SC)C1=CC=CC(=N1)N(C1CCN(CC1)C(=O)OC(C)(C)C)C